N[C@@H]1[C@H]2C[C@@H]([C@@H](C1)C2)NC(C2=CC=C(C=C2)C(F)(F)F)=O |r| N-[rac-(1R,2S,4R,5S)-5-aminobicyclo[2.2.1]heptan-2-yl]-4-(trifluoromethyl)benzamide